chloroacrylaldehyde ClC(C=O)=C